2-methoxy-1-(4-(2-((6-(5-methyl-1H-pyrazol-4-yl)thiazolo[5,4-b]-pyridin-2-yl)amino)-pyridin-4-yl)piperazin-1-yl)ethanone COCC(=O)N1CCN(CC1)C1=CC(=NC=C1)NC=1SC2=NC=C(C=C2N1)C=1C=NNC1C